C1CCC12CC(C=CC2)=O spiro[3.5]non-7-en-6-one